tert-butyl N-[3-[4-[3-(3-methoxy-4-nitro-pyrazol-1-yl)propyl]piperazin-1-yl]propoxy]-N-methyl-carbamate COC1=NN(C=C1[N+](=O)[O-])CCCN1CCN(CC1)CCCON(C(OC(C)(C)C)=O)C